7-bromo-4-chloroisochromane BrC1=CC=C2C(COCC2=C1)Cl